C(CCC)N=C(N)N L-2-1-Butylguanidin